IC1=NNC2=CC=C(C=C12)C=1C=NN(C1COCCOC1=C(C=CC=C1)C=C)C 3-iodo-5-[1-methyl-5-[2-(2-vinylphenoxy)ethoxymethyl]pyrazol-4-yl]-1H-indazole